4-(2-fluoro-6-methoxyphenyl)-6-methyl-N-(5-((1-methylpyrazol-3-yl)methoxy)-1,3,4-thiadiazol-2-yl)pyridine-3-carboxamide 1-(3,3-dimethyl-1-cyclopenten-1-yl)ethyl-ethyl-malonate CC1(C=C(CC1)C(C)C(C(=O)O)(C(=O)O)CC)C.FC1=C(C(=CC=C1)OC)C1=C(C=NC(=C1)C)C(=O)NC=1SC(=NN1)OCC1=NN(C=C1)C